NCC1OC2=C(C1)C=C(C(=C2)C(=O)NC2(CC2)C2=CC=CC1=CC=CC=C21)C 2-(Aminomethyl)-5-methyl-N-(1-(naphthalen-1-yl)cyclopropyl)-2,3-dihydrobenzofuran-6-carboxamide